[(2R,3R,4S,5R)-5-(6-amino-2-fluoropurin-9-yl)-3-[(tert-butyldimethylsilyl)oxy]-2-ethenyl-4-fluorooxolan-2-yl]methanol NC1=C2N=CN(C2=NC(=N1)F)[C@H]1[C@H]([C@@H]([C@@](O1)(C=C)CO)O[Si](C)(C)C(C)(C)C)F